CC1(C(C2=CC=C(C=C2C1)C1=CC(=C(C=C1)OC(F)(F)F)C)NC(O[C@@H]1CN2CCC1CC2)=O)C (S)-quinuclidin-3-yl (2,2-dimethyl-5-(3-methyl-4-(trifluoromethoxy)phenyl)-2,3-dihydro-1H-inden-1-yl)carbamat